C1(CC1)C1=NN(C=N1)C1CC2(CN(C2)C(=O)N2CC(C2)O)C1 (6-(3-cyclopropyl-1H-1,2,4-triazol-1-yl)-2-azaspiro[3.3]heptan-2-yl)(3-hydroxyazetidin-1-yl)methanone